N,N-diethyl-bromoacetamide C(C)N(C(CBr)=O)CC